[SH2+][O-] (R)-sulfaniumolate